1-(3-{[(3-methyl-1H-indol-4-yl)methyl]amino}pyrido[2,3-b]pyrazin-6-yl)piperidin CC1=CNC2=CC=CC(=C12)CNC1=CN=C2C(=N1)N=C(C=C2)N2CCCCC2